1-[2,6-bis(benzyloxy)pyridin-3-yl]-4-bromo-3,3-dimethylindol-2-one C(C1=CC=CC=C1)OC1=NC(=CC=C1N1C(C(C2=C(C=CC=C12)Br)(C)C)=O)OCC1=CC=CC=C1